O1C2=C(OCC1)C=C(C=C2)C2=CC=CC=C2C#N 6-(2,3-dihydrobenzo[b][1,4]dioxin-6-yl)benzonitrile